ClC1=C(CN2C(=NC3=C2C=C(C(=C3)F)F)N3C[C@H]([C@@H](CC3)F)N)C=CC=C1 (3r,4r)-1-(1-(2-chlorobenzyl)-5,6-difluoro-1H-benzoimidazol-2-yl)-4-fluoro-3-piperidinamine